N-((1s,3s)-3-(6-((4-(4-((1-(2-(4-(2,6-dioxopiperidin-3-yl)phenoxy)acetyl)piperidin-4-yl)methyl)piperazin-1-yl)phenyl)amino)-9H-purin-9-yl)cyclobutyl)-2-phenylacetamide O=C1NC(CC[C@H]1C1=CC=C(OCC(=O)N2CCC(CC2)CN2CCN(CC2)C2=CC=C(C=C2)NC2=C3N=CN(C3=NC=N2)C2CC(C2)NC(CC2=CC=CC=C2)=O)C=C1)=O